C(N)(OCCC[Si](OC)(OC)C)=O methyldimethoxysilylpropyl carbamate